CC1=NN=C2N1C1=CC(=CC=C1C(=N2)NC2=CC=CC=C2)S(=O)(=O)C methyl-8-(methylsulfonyl)-N-phenyl-[1,2,4]triazolo[4,3-a]quinazolin-5-amine